OC1=C(C=C(C=C1)CCCOC(C(=C)C)=O)N1N=C2C(=N1)C=CC(=C2)Cl 2-[2-Hydroxy-5-(methacryloxypropyl)phenyl]-5-chloro-2H-benzotriazole